tert-butyl (1S,4S)-5-[4-[2,3-difluoro-4-[[(2R)-tetrahydrofuran-2-yl]methoxy]anilino]-7-fluoro-pyrido[3,2-d]pyrimidin-6-yl]-2,5-diazabicyclo[2.2.1]heptane-2-carboxylate FC1=C(NC=2C3=C(N=CN2)C=C(C(=N3)N3[C@@H]2CN([C@H](C3)C2)C(=O)OC(C)(C)C)F)C=CC(=C1F)OC[C@@H]1OCCC1